4-chlorophenyl-4-pentanone ClC1=CC=C(C=C1)CCCC(C)=O